COCCO[C@H]1C[C@H](C1)NC1=NN2C(C=N1)=C(C=C2)C=2C=NC=1N(C2)C(=CN1)C N-(cis-3-(2-methoxyethoxy)cyclobutyl)-5-(3-methylimidazo[1,2-a]pyrimidin-6-yl)pyrrolo[2,1-f][1,2,4]triazin-2-amine